ClC1=C(C=2N=C(NC(C2C(=N1)OC(C)C)=O)SC)F 7-chloro-8-fluoro-5-isopropoxy-2-methylsulfanyl-3H-pyrido[4,3-d]pyrimidin-4-one